1-(2-chloro-6-methylpyridin-4-yl)-3-methylcyclobutane-1-carboxylic acid methyl ester COC(=O)C1(CC(C1)C)C1=CC(=NC(=C1)C)Cl